C(C1=CC=CC=C1)N1C[C@@H]2[C@H](C1)CC(C2)COC=2N=NC(=CC2)C2=C(C=CC(=C2)F)Cl (3aR,6aS)-2-benzyl-5-[[6-(2-chloro-5-fluoro-phenyl)pyridazin-3-yl]oxymethyl]-3,3a,4,5,6,6a-hexahydro-1H-cyclopenta[c]pyrrole